COC1=C(C=C2C(C=CNC2=C1)=O)CC(=O)[O-] 7-methoxy-4-oxo-1,4-dihydroquinolin-6-ylacetate